C[Si](CCN(C(O)=O)[C@H]1C[C@H](NCC1)CC)(C)C.CO[Si](C)(OC)OC |r| trimethoxy(Methyl)silane rac-2-(Trimethylsilyl)ethyl-((2R,4R)-2-ethylpiperidin-4-yl)carbamate